ClC1=NC(=CC(=C1)C1=CC(=NN1)C1CCNCC1)Cl 2,6-dichloro-4-(3-(piperidin-4-yl)-1H-pyrazol-5-yl)pyridine